N[C@@H]1[C@@H](OCC12CCN(CC2)C2=C(C=CC=C2N2N=C(C1=C2N=CNC1=O)C#CC=1SC=CC1)C)C 6-((3S,4S)-4-amino-3-methyl-2-oxa-8-azaspiro[4.5]Decan-8-yl)-5-methylPhenyl-3-((thiophen-2-yl)ethynyl)-1,5-dihydro-4H-pyrazolo[3,4-d]Pyrimidin-4-one